ClC1=CC=CC2=C(C3=CC=CC(=C3C(=C12)C#CC1=CC=CC=C1)Cl)C#CC1=CC=CC=C1 1,8-dichloro-9,10-di(phenylethynyl)anthracene